NC1(COC1)CNC=1C2=C(N=C(N1)N1CCS(C3=C(C1)C=CC=C3)(=O)=O)NC=C2 4-(4-(((3-aminooxetan-3-yl)methyl)amino)-7H-pyrrolo[2,3-d]pyrimidin-2-yl)-2,3,4,5-tetrahydrobenzo[f][1,4]thiazepine-1,1-Dioxide